ClC=1C(=NC=C(C1)OC1CCNCC1)OC 3-chloro-2-methoxy-5-(piperidin-4-yloxy)pyridine